COCC1=NN2C(N=CC=C2C(=O)NC2(CC3=CC=CC=C3C2)C)=C1C(=O)N 2-(methoxymethyl)-N7-(2-methylindan-2-yl)pyrazolo[1,5-a]pyrimidine-3,7-dicarboxamide